COC1=C(C=C(C=C1OC1=CC=C(C=C1)C)C(C)(CC(C)(C)C)C)N1N=C2C(=N1)C=CC=C2 2-(2-methoxy-3-(p-tolyloxy)-5-(2,4,4-trimethylpentan-2-yl)phenyl)-2H-1,2,3-benzotriazole